Racemic-8-(tert-Butyl) 1-Ethyl 3-methyl-2-oxo-8-azaspiro[4.5]decane-1,8-dicarboxylate CC1C(C(C2(C1)CCN(CC2)C(=O)OC(C)(C)C)C(=O)OCC)=O